[Si](C1=CC=CC=C1)(C1=CC=CC=C1)(C(C)(C)C)OC[C@@H]([C@H](CC(F)(F)F)CCO)NC(OC(C)(C)C)=O tert-Butyl N-[(1R,2S)-1-[[tert-butyl(diphenyl)silyl]oxymethyl]-4,4,4-trifluoro-2-(2-hydroxyethyl)butyl]carbamate